ethyl (2,4,6-trimethylbenzoyl)-phenyl-phosphinate CC1=C(C(=O)P(OCC)(=O)C2=CC=CC=C2)C(=CC(=C1)C)C